1-Methylethyl 5-(4-chlorophenyl)-2,3-dihydro-7-methyl-3-oxo-5H-thiazolo[3,2-a]pyrimidine-6-carboxylate ClC1=CC=C(C=C1)C1C(=C(N=C2N1C(CS2)=O)C)C(=O)OC(C)C